BrC1=NC(=CC(=C1OCOC)OC1(CC1)CO)SC (1-((2-bromo-3-(methoxymethoxy)-6-(methylthio)pyridin-4-yl)oxy)cyclopropyl)methanol